O=C1N(CCN1)CCN1CCN(CC1)CCNCCN(CC#N)CC#N 2,2'-((2-((2-(4-(2-(2-oxoimidazolidin-1-yl)ethyl)piperazin-1-yl)ethyl)amino)ethyl)azane-diyl)diacetonitrile